N[C@H](C(=O)OC(C)(C)C)CC tert-butyl (S)-2-aminobutanoate